C(=CCCCCCC)OC=CCCCCCC mono-1-octenyl ether